6-(Difluoromethoxy)-2,2-dimethyl-N-(6-(1-methyl-1H-pyrazol-4-yl)pyridin-2-yl)-2,3-dihydrofuro[2,3-b]pyridine-5-carboxamide FC(OC1=C(C=C2C(=N1)OC(C2)(C)C)C(=O)NC2=NC(=CC=C2)C=2C=NN(C2)C)F